2-[(2E)-2-(aminomethyl)-3-fluoroprop-2-en-1-yl]-4-{2-[5-(1-ethyl-1H-pyrazol-4-yl)thiophen-2-yl]ethyl}-2,4-dihydro-3H-1,2,4-triazol-3-one NC/C(/CN1N=CN(C1=O)CCC=1SC(=CC1)C=1C=NN(C1)CC)=C\F